CC(CC(=O)OC1=C2N(N=CC1=O)[C@H](CN1C2=NC=C1)C(C1=CC=C(C=C1)F)C1=CC=C(C=C1)F)C (S)-6-(bis(4-fluorophenyl)methyl)-10-oxo-5,6-dihydro-10H-imidazo[2',1':3,4]pyrazino[1,2-b]pyridazin-11-yl 3-methylbutanoate